C(CCCCCCC\C=C/CCCCCCCC)(=O)NCNCCS(=O)(=O)O oleamidomethyl-taurine